Cl[Si]([Si](C=C)(C=C)Cl)(C=C)C=C 1,2-dichloro-1,1,2,2-tetravinyldisilane